(E)-4-bromo-2-methyl-but-2-enoic acid methyl ester COC(\C(=C\CBr)\C)=O